ClC=1C=C2C(=NC(=NC2=C(C1C1=CC(=CC2=CC=CC=C12)O)F)NCCC(=O)O)N1CCN(CC1)C(C=C)=O 3-[[6-chloro-8-fluoro-7-(3-hydroxy-1-naphthyl)-4-(4-prop-2-enoylpiperazin-1-yl)quinazolin-2-yl]amino]propanoic acid